N-(2-(5-(6-(3-cyanopyrrolo[1,2-b]pyridazin-7-yl)-4-(isopropylamino)pyridin-3-yl)-1,3,4-thiadiazol-2-yl)-2-azabicyclo[2.2.2]octan-4-yl)acetamide C(#N)C1=CC=2N(N=C1)C(=CC2)C2=CC(=C(C=N2)C2=NN=C(S2)N2C1CCC(C2)(CC1)NC(C)=O)NC(C)C